FC(C1=NC=CC(=C1)NC(N(CC1=NNC(=C1)C(F)(F)F)C=1C=NC(=NC1)OC)=O)F (2-(Difluoromethyl)pyridin-4-yl)-1-(2-methoxypyrimidin-5-yl)-1-((5-(trifluoromethyl)-1H-pyrazol-3-yl)methyl)urea